ClC1=NC=C(C(=N1)C)Cl 2,5-dichloro-4-methyl-pyrimidine